FC1=C(C(=C(C(=C1[B-](C1=C(C(=C(C(=C1F)F)F)F)F)(C1=C(C(=C(C(=C1F)F)F)F)F)C1=C(C(=C(C(=C1F)F)F)F)F)F)F)F)F.C(C)(C)C=1C(=C(C=CC1)[I+]C)C1=CC=CC=C1 isopropylphenyl-methylphenyl-iodonium tetrakis(pentafluorophenyl)borate